CC(CCCCCCC1=CC=C(C=C1)O)C 4-(7-methyloctyl)phenol